3-(4-cyano-2-methoxy-phenoxy)-5-methyl-N-(1-oxopyridin-1-ium-3-yl)-6-(trifluoromethyl)pyridazine-4-carboxamide ethyl-(E)-3-[4-methyl-4-(1H-pyrazol-3-yl)chroman-8-yl]prop-2-enoate C(C)OC(\C=C\C=1C=CC=C2C(CCOC12)(C1=NNC=C1)C)=O.C(#N)C1=CC(=C(OC=2N=NC(=C(C2C(=O)NC=2C[N+](C=CC2)=O)C)C(F)(F)F)C=C1)OC